CC(C)C1=C(C=C2CCCC2=C1)N 6-(propan-2-yl)-2,3-dihydro-1H-inden-5-amine